CC1=C(OC(C(=O)O)C)C=CC=C1 o-methyl-phenoxypropionic acid